(R)-4-{2-[(4'-bromo-3'-methoxy-[1,1'-biphenyl]-4-yl)oxy]ethyl}-1,3-dimethylpiperazin-2-one BrC1=C(C=C(C=C1)C1=CC=C(C=C1)OCCN1[C@@H](C(N(CC1)C)=O)C)OC